N-(3-aminopropyl)-4-(pyrene-1-yl)butanamide NCCCNC(CCCC1=CC=C2C=CC3=CC=CC4=CC=C1C2=C34)=O